C1(=CC=C(C=C1)C1=CC(=NC(=N1)C1=CC=CC=C1)C1=C(C=CC=C1)C=1C=C2C=3C=CC(=CC3C3(C2=CC1)CCCCC3)C#N)C3=CC=CC=C3 6'-(2-(6-([1,1'-biphenyl]-4-yl)-2-phenylpyrimidin-4-yl)phenyl)spiro[cyclohexane-1,9'-fluorene]-2'-carbonitrile